7-bromo-3-(2,6-dibenzyloxy-3-pyridyl)-1-methyl-indazole BrC=1C=CC=C2C(=NN(C12)C)C=1C(=NC(=CC1)OCC1=CC=CC=C1)OCC1=CC=CC=C1